CC=1C(=C(C(=O)OC[C@@H]2[C@H]([C@]([C@@H](O2)N2C=NC=3C(=O)NC(N)=NC23)(O)[Si](C)(C)C(C)(C)C)O)C=C(C1C1=CC=CC=2CN(COC21)C(C2=C(C=C(C=C2Cl)C=2C=NN(C2)C)Cl)=O)F)N2CC1CCC(C2)O1 2'-TBDMSGuanosine Methyl-4-[3-[2,6-dichloro-4-(1-methylpyrazol-4-yl)benzoyl]-2,4-dihydro-1,3-benzoxazin-8-yl]-5-fluoro-2-(8-oxa-3-azabicyclo[3.2.1]octan-3-yl)benzoate